3-(2-bromo-3-methylphenyl)-N,N-dimethylpropan-1-amine BrC1=C(C=CC=C1C)CCCN(C)C